3-[4-[1-[[4-[4-[4-(aminomethyl)-3-fluoro-phenyl]pyrrolo[2,1-f][1,2,4]triazin-6-yl]phenyl]methyl]-4-piperidyl]anilino]piperidine-2,6-dione HCl salt Cl.NCC1=C(C=C(C=C1)C1=NC=NN2C1=CC(=C2)C2=CC=C(C=C2)CN2CCC(CC2)C2=CC=C(NC1C(NC(CC1)=O)=O)C=C2)F